3-(5-bromo-7-methoxy-1-oxo-3H-isoindol-2-yl)piperidine-2,6-dione BrC=1C=C2CN(C(C2=C(C1)OC)=O)C1C(NC(CC1)=O)=O